copper-aluminium-nickel-hafnium [Hf].[Ni].[Al].[Cu]